ClC1=C(N=CN1C)C#N 5-chloro-1-methyl-1H-imidazole-4-carbonitrile